C(CCCC)C1=CC=C(C=C1)C1=CC=CC=C1 4-pentyl-[1,1-biphenyl]